5,5-difluoro-4,5,6,7-tetrahydrobenzo[d]isoxazole-3-carboxylic acid FC1(CCC2=C(C(=NO2)C(=O)O)C1)F